Br[Si]1(C[Si](C1)(CC)CC)Br 1,1-dibromo-3,3-diethyl-1,3-disilacyclobutane